ClC1=CNC=2N=C(N=C(C21)NC2CCC2)NC2=C(C=C(C=C2)S(=O)(=O)C)OC 5-chloro-N4-cyclobutyl-N2-(2-methoxy-4-(methylsulfonyl)phenyl)-7H-pyrrolo[2,3-d]pyrimidine-2,4-diamine